N1N=C(C=C1)CN1C(C2=CC=C(C=C2C=N1)S(=O)(=O)C1=CC2=C(OCCO2)C=C1)=O 2-((1H-pyrazol-3-yl)methyl)-6-((2,3-dihydrobenzo[b][1,4]dioxin-6-yl)sulfonyl)phthalazine-1(2H)-one